Ethyl 2,4-dioxovalerate O=C(C(=O)OCC)CC(C)=O